FC(C(=O)O)(F)F.COC1=CC=2C3=C(C(=NC2C=C1OCCCN1CCCC1)NC1CC(C1)O)CCC3 (1r,3r)-3-({8-methoxy-7-[3-(pyrrolidin-1-yl)propoxy]-1H,2H,3H-cyclopenta[c]quinolin-4-yl}amino)cyclobutan-1-ol trifluoroacetate